The molecule is an oxysterol and a 25-hydroxy steroid. It has a role as a human metabolite. It derives from a cholesterol. C[C@H](CCCC(C)(C)O)[C@H]1CC[C@@H]2[C@@]1(CC[C@H]3[C@H]2CC=C4[C@@]3(CC[C@@H](C4)O)C)C